3,5-di-tert-butyl-4-hydroxybenzylbenzene C(C)(C)(C)C=1C=C(CC2=CC=CC=C2)C=C(C1O)C(C)(C)C